N[C@H](C(=O)N1[C@@H](C[C@H](C1)O)C(=O)N[C@@H](CO)C1=CC=C(C=C1)C1=C(N=CS1)C)C(C)(C)C (2S,4R)-1-((S)-2-amino-3,3-dimethylbutanoyl)-4-hydroxy-N-((R)-2-hydroxy-1-(4-(4-methylthiazol-5-yl)phenyl)ethyl)pyrrolidine-2-carboxamide